C(C)OC(=O)C=1N=NN(C1)C(C)C=1C=NC(=C(C1)C)F (1-(6-fluoro-5-methylpyridin-3-yl)ethyl)-1H-1,2,3-triazole-4-carboxylic acid ethyl ester